C(C)N(S(=O)(=O)C1=C(C=CC=C1)NC=1C2=C(N=C(N1)NC1=C(C=C3CCN(CC3=C1)C)OC)NC=C2)C N-ethyl-2-((2-((6-methoxy-2-methyl-1,2,3,4-tetrahydroisoquinolin-7-yl)amino)-7H-pyrrolo[2,3-d]pyrimidin-4-yl)amino)-N-methylbenzenesulfonamide